CN(C)CCCCl 3-chloro-N,N-dimethylpropan-1-amine